BrC1=C(C(=NC(=C1)Cl)OCCC)OCC1=CC=C(C=C1)OC (S)-3-((4-Bromo-6-chloro-3-((4-methoxybenzyl)oxy)pyridin-2-yl)oxy)propane